1-(3-aminopropyl)-3-methylimidazole NCCCN1CN(C=C1)C